2,4-Dimethylimidazo[1,5-a]Pyrimidine-3-Carboxamide CC1=NC=2N(C(=C1C(=O)N)C)C=NC2